C(CCCCCCC)C(C)O[Si](OCC)(OCC)CCCCCCCC(OC)(OC)OC octyltrimethoxyoctyltriethoxysilane